(1S,3R,4S)-2-((3-chlorophenyl)-D-leucyl)-N-((R)-1-cyano-2-((S)-2-oxopiperidin-3-yl)ethyl)-5,5-difluoro-2-azabicyclo[2.2.2]octane-3-carboxamide ClC=1C=C(C=CC1)N[C@H](CC(C)C)C(=O)N1[C@@H]2CC([C@H]([C@@H]1C(=O)N[C@H](C[C@H]1C(NCCC1)=O)C#N)CC2)(F)F